CC1=C(C[C@H]2NC(=NOC2)C2=CN=NC=C2OC2=CC(=CC=C2)C(F)(F)F)C=CC(=C1)C |r| (5RS)-5-(2,4-dimethylbenzyl)-3-{5-[3-(trifluoromethyl)phenoxy]pyridazin-4-yl}-5,6-dihydro-4H-1,2,4-oxadiazine